2-(2-chlorophenyl)-N-(4-sulfamoyl-2-((tetrahydrofuran-3-yl)methyl)-2H-indazol-6-yl)acetamide ClC1=C(C=CC=C1)CC(=O)NC=1C=C(C2=CN(N=C2C1)CC1COCC1)S(N)(=O)=O